2-(5-phenoxypyridin-2-yl)benzamide O(C1=CC=CC=C1)C=1C=CC(=NC1)C1=C(C(=O)N)C=CC=C1